FC=1C=CC(=C(C1)C1(CC1)C(=O)O)C 1-(5-fluoro-2-methylphenyl)cyclopropane-1-carboxylic acid